FC(CN1N=C(C2=C1N=C(N(C2=O)C)N2CCC1(CCN(C1)C1=CC(=NC=C1)C(F)(F)F)CC2)C)F 1-(2,2-difluoroethyl)-3,5-dimethyl-6-(2-(2-(trifluoromethyl)pyridin-4-yl)-2,8-diazaspiro[4.5]decan-8-yl)-1,5-dihydro-4H-pyrazolo[3,4-d]pyrimidin-4-one